COS(=O)(=O)[O-].C[NH+](C)C N,N,N-trimethylammonium methylsulfate